4-(6-((4-(cyclopropanecarbonyl)-2-fluoro-5-methylbenzyl)oxy)pyridin-2-yl)piperidine-1-carboxylic acid tert-Butyl ester C(C)(C)(C)OC(=O)N1CCC(CC1)C1=NC(=CC=C1)OCC1=C(C=C(C(=C1)C)C(=O)C1CC1)F